FC1=C(C=C(C=C1C)C1=C(C(=CC=C1C)OC)C)[C@H](CC(=O)O)NC(C(CC(C)C)N1C(C=C(C(=C1)CCN1CC(C1)C)C(F)(F)F)=O)=O (3S)-3-(4-fluoro-3'-methoxy-2',5,6'-trimethylbiphenyl-3-yl)-3-(4-methyl-2-(5-(2-(3-methylazetidin-1-yl)ethyl)-2-oxo-4-(trifluoromethyl)pyridin-1(2H)-yl)pentanamido)propanoic acid